trifluoroisopropyl-trichlorosilane sodium [Na].FC(C(C)([Si](Cl)(Cl)Cl)F)F